C(C)(C)(C)OC(=O)N1CCN(CC1)C1=C(C(OC2=C1C=CC(=C2)OC)=O)C(C)=O 4-(3-acetyl-7-methoxy-2-oxo-2H-benzopyran-4-yl)piperazine-1-carboxylic acid tert-butyl ester